methyl 3-ethyl-2,4-dioxo-1,2,3,4-tetrahydroquinazoline-7-carboxylate C(C)N1C(NC2=CC(=CC=C2C1=O)C(=O)OC)=O